[N+](=O)([O-])C1=C(C=CC(=C1)[N+](=O)[O-])S(=O)(=O)[O-].[Na+].N1(C)C(=O)N(C)C=2N=CNC2C1=O theophylline sodium 2,4-dinitrobenzenesulfonate